3-(4,5-dimethylthiazol-2-yl)-2,5-diphenyltetrazole CC=1N=C(SC1C)N1N(NC(=N1)C1=CC=CC=C1)C1=CC=CC=C1